N-acetyl-galactosamine 3-sulfate S(=O)(=O)(O)O[C@@H]1[C@H](C(O)O[C@@H]([C@@H]1O)CO)NC(C)=O